FC(OC1=CC=C(C=C1)CN1CCCCC2=C1C=C(C=C2)C(=O)O)(F)F 1-[[4-(trifluoromethoxy)phenyl]methyl]-3,4-dihydro-1-benzazepine-8-carboxylic acid